3-[(3-chloro-2-methoxyphenyl)amino]-2-{2-[(1-methylpyrazol-3-yl)amino]pyrimidin-4-yl}-1H,5H,6H,7H-pyrrolo[3,2-c]pyridin-4-one ClC=1C(=C(C=CC1)NC1=C(NC2=C1C(NCC2)=O)C2=NC(=NC=C2)NC2=NN(C=C2)C)OC